COC1=CC=C(CN(C=2C=3N(C(=C(N2)C=2C=C(C#N)C=CC2)C2=NC=NC=C2)N=C(N3)C(O)C3=C(C=CC=C3F)Cl)CC3=CC=C(C=C3)OC)C=C1 3-(8-(bis(4-methoxybenzyl)amino)-2-((2-chloro-6-fluorophenyl)(hydroxy)methyl)-5-(pyrimidin-4-yl)-[1,2,4]triazolo[1,5-a]pyrazin-6-yl)benzonitrile